ClC=1C(=CC(=C(N)C1)F)C=1C=NC(=CC1)OC1CC(C1)OCCOCCOC 5-Chloro-2-fluoro-4-(6-((1s,3s)-3-(2-(2-methoxyethoxy)ethoxy)cyclobutoxy)pyridin-3-yl)aniline